N-methyl-6-(2-methylimidazo[2,1-b][1,3,4]thiadiazol-6-yl)-N-(2,2,6,6-tetramethylpiperidin-4-yl)[1,3]thiazolo[4,5-c]pyridin-2-amine hydrochloride Cl.CN(C=1SC2=C(C=NC(=C2)C=2N=C3SC(=NN3C2)C)N1)C1CC(NC(C1)(C)C)(C)C